NC=1C=CC(=C(C(=O)N[C@H](C)C=2C3=C(SC2)C=CC=C3)C1)C (R)-5-amino-N-(1-(benzo[b]thiophen-3-yl)ethyl)-2-methylbenzamide